3-phenyl-1-(piperazin-1-yl)propan-1-one hydrochloride Cl.C1(=CC=CC=C1)CCC(=O)N1CCNCC1